FCS(=O)(=O)N[C@@H]1[C@@H](N(CC12CC2)C(C(COC)F)=O)CC=2C(=C(C=CC2)C2=CC(=CC(=C2)F)F)F 1-fluoro-N-((6S,7S)-5-(2-fluoro-3-methoxypropanoyl)-6-((2,3',5'-trifluoro-[1,1'-biphenyl]-3-yl)methyl)-5-azaspiro[2.4]heptan-7-yl)methanesulfonamide